1-(vinyloxy)adamantane C(=C)OC12CC3CC(CC(C1)C3)C2